Methyl (S)-5-((tert-Butoxycarbonyl)amino)-2-(4-(N-((2,4-diaminopteridin-6-yl)methyl) formamido)-benzamido)pentanoate C(C)(C)(C)OC(=O)NCCC[C@@H](C(=O)OC)NC(C1=CC=C(C=C1)N(C=O)CC=1N=C2C(=NC(=NC2=NC1)N)N)=O